OC1=C(C=C(OC2=CC3=C(N=C(S3)C=3SC[C@@H](N3)C(=O)O)C=C2)C=C1C)C (S)-2-(6-(4-hydroxy-3,5-dimethylphenoxy)benzo[d]thiazol-2-yl)-4,5-dihydrothiazole-4-carboxylic acid